CC(CC(=O)C)CO 5,4-hydroxy-4-methyl-2-pentanone